2,3,3-trimethylindanone CC1C(=O)C2=CC=CC=C2C1(C)C